BrC1=CC=C2CCC(C(C2=C1)=O)Cl 7-bromo-2-chloro-3,4-dihydronaphthalen-1(2H)-one